Cl.FC1=C(C=C(C=C1C)N1N=C2C(CNCC2)=C1C=1N(C(NC1)=O)C=1C=C2C=NN(C2=CC1)C)C 2-(4-Fluoro-3,5-dimethylphenyl)-4,5,6,7-tetrahydropyrazolo[4,3-c]pyridin-3-yl-3-(1-methylindazol-5-yl)imidazol-2-one hydrochloride